Cl.FC([C@H]1C[C@H](NCC1)C(=O)OC)(F)F methyl (2S,4R)-4-(trifluoromethyl)piperidine-2-carboxylate hydrochloride